6-(3-chloro-6-(difluoromethyl)-2-fluorophenyl)-N-(1-((4-methyl-2-((1r,5s)-2-oxo-3-azabicyclo[3.1.0]hex-3-yl)pyrimidin-5-yl)methyl)-1H-pyrazol-4-yl)pyrazine-2-carboxamide ClC=1C(=C(C(=CC1)C(F)F)C1=CN=CC(=N1)C(=O)NC=1C=NN(C1)CC=1C(=NC(=NC1)N1C([C@@H]2C[C@@H]2C1)=O)C)F